C(C)(C)(C)[S@@](=O)N[C@H](C)C1=CC(=CC=2C[C@](OC21)(C)CNC(OC(C)(C)C)=O)F Tert-butyl (((R)-7-((R)-1-(((R)-tert-butylsulfinyl)amino)ethyl)-5-fluoro-2-methyl-2,3-dihydrobenzofuran-2-yl)methyl)carbamate